FCC1C(N(C1)C(=O)C=1C=NN2C1NC=CC2=O)CC 3-[3-(fluoromethyl)-2-ethyl-azetidine-1-carbonyl]-4H-pyrazolo[1,5-a]pyrimidin-7-one